2-(6-(benzylthio)-1-bromo-8-chloroimidazo[1,5-a]pyridin-3-yl)-5-(difluoromethyl)-1,3,4-thiadiazole C(C1=CC=CC=C1)SC=1C=C(C=2N(C1)C(=NC2Br)C=2SC(=NN2)C(F)F)Cl